O[C@@]1(C(N(CC1)C)=O)C1=CC(=NO1)C1=NC(=CC=C1)C1=NC(=NC=C1C)NC=1C=NN(C1)C (R)-3-Hydroxy-1-methyl-3-(3-(6-(5-methyl-2-((1-methyl-1H-pyrazol-4-yl)amino)pyrimidin-4-yl)pyridin-2-yl)isoxazol-5-yl)pyrrolidin-2-one